C(#N)C1=CC=C(C=C1)C=1C=CC=2N(C1)C=C(N2)C(=O)NC[C@@H](CN2CC1=CC=CC=C1CC2)O (S)-6-(4-Cyanophenyl)-N-(3-(3,4-dihydroisochinolin-2(1H)-yl)-2-hydroxypropyl)imidazo[1,2-a]pyridin-2-carboxamid